2-methyl-5-morpholino-aniline CC1=C(N)C=C(C=C1)N1CCOCC1